1-(furan-3-yl)ethan-1-ol O1C=C(C=C1)C(C)O